C1(CCCC1)C1=CC(=NN1)NC1=NC(=NC=C1)N1C[C@H](CCC1)COC N-(5-Cyclopentyl-1H-pyrazol-3-yl)-2-[(3S)-3-(methoxymethyl)-1-piperidyl]pyrimidin-4-amine